FC=1C=C(CC2=CN=C(S2)NC(C(C)C)=S)C=C(C1)F N-(5-(3,5-difluorobenzyl)thiazol-2-yl)-2-methylpropanethioamide